C(C)OC1=NC=CC=C1C1=CC(=C2C(=N1)C(=NN2C2COC2)C)NCC=2C(=NC=CC2)OC 5-(2-ethoxy-3-pyridyl)-N-[(2-methoxy-3-pyridyl)methyl]-3-methyl-1-(oxetan-3-yl)pyrazolo[4,3-b]pyridin-7-amine